C(C)N(S(=O)(=O)C1=CC=C(C=C1)S(=O)(=O)N1C[C@@H](CCC1)C(=O)NC1CN(C1)CC)CC (R)-1-((4-(N,N-Diethylsulfamoyl)phenyl)sulfonyl)-N-(1-ethylazetidin-3-yl)piperidine-3-carboxamide